BrC1=C2C=CC=[N+](C2=CC(=C1)OC)[O-] 5-bromo-7-methoxyquinoline 1-oxide